[(1R,2S,4R)-4-{[5-({4-[(1R)-7-chloro-1,2,3,4-tetrahydroisoquinolin-1-yl]-5-methyl-2-thienyl}carbonyl)pyrimidin-4-yl]amino}-2-hydroxy-cyclopentyl]methyl sulfamate S(N)(OC[C@@H]1[C@H](C[C@@H](C1)NC1=NC=NC=C1C(=O)C=1SC(=C(C1)[C@@H]1NCCC2=CC=C(C=C12)Cl)C)O)(=O)=O